2-(1,4-dioxaspiro[4.5]decan-8-yl)benzaldehyde O1CCOC12CCC(CC2)C2=C(C=O)C=CC=C2